NC1=C(C=C(C=C1)OC)NC(=O)N1C=CC2=C1N=CN=C2N(C)[C@H]2CN(CC[C@H]2C)C(CC#N)=O N-(2-amino-5-methoxyphenyl)-4-(((3R,4R)-1-(2-cyanoacetyl)-4-methylpiperidin-3-yl)(methyl)amino)-7H-pyrrolo[2,3-d]pyrimidine-7-carboxamide